N,N-bis(cis-4-tert-amylcyclohexyl)-5-(cis-4-tert-butylcyclohexylcarbonylamino)-isophthalamide C(C)(C)(CC)[C@H]1CC[C@H](CC1)N(C(C1=CC(C(=O)N)=CC(=C1)NC(=O)[C@@H]1CC[C@@H](CC1)C(C)(C)C)=O)[C@@H]1CC[C@@H](CC1)C(C)(C)CC